ClC=1C(=NC=CC1)\C=C\S(=O)(=O)C1=C(C=CC=C1)F (E)-3-chloro-2-(2-(2-fluorobenzenesulfonyl)vinyl)pyridine